2-(5-(tert-Butyl)-2,4-dihydroxybenzoyl)-5-chloroisoindolin C(C)(C)(C)C=1C(=CC(=C(C(=O)N2CC3=CC=C(C=C3C2)Cl)C1)O)O